C(C)C1(C(NC2=C(C=C(C=C12)C(F)(F)F)C(=O)O)=O)CC 3,3-diethyl-2-oxo-5-(trifluoromethyl)indoline-7-carboxylic acid